ethyl-(2S,6R)-2,6-dimethylmorpholine C(C)N1C[C@@H](O[C@@H](C1)C)C